C(C)OC(=O)C1=CC=NN1C1=CC=C(C=C1)C#N (4-cyanophenyl)-1H-pyrazole-5-carboxylic acid ethyl ester